ClC=1N=C(SC1)C([C@@H](C[C@@H]1C(NCC1)=O)NC([C@@H](CC(C)C)NC(=O)C=1NC2=CC=CC(=C2C1)OC)=O)=O N-((R)-1-(((R)-1-(4-chlorothiazol-2-yl)-1-oxo-3-((R)-2-oxopyrrolidin-3-yl)propan-2-yl)amino)-4-methyl-1-oxopentan-2-yl)-4-methoxy-1H-indole-2-carboxamide